CC=1N=C(SC1C)N1N([NH2+]C(=N1)C1=C(C(=CC=C1)C(=O)O)OC)C1=CC=C(C=C1)S(=O)(=O)O 3-(4,5-di-methyl-thiazol-2-yl)-5-(3-carboxy-methoxy-phenyl)-2-(4-sulfo-phenyl)-2H-tetrazolium